2-(((1-methyl-pyrrolidine-3-carbonyl)oxy)methyl)propane CN1CC(CC1)C(=O)OCC(C)C